benzyl 3-(tert-butylamino)pyrrolidine-1-carboxylate C(C)(C)(C)NC1CN(CC1)C(=O)OCC1=CC=CC=C1